Tricyclodecane methyl-acrylate COC(C=C)=O.C1CCCCCCCCC1.C1CCCCCCCCC1.C1CCCCCCCCC1